C[C@@H]1CN(CCC1)CC=1C=2N(N=C(C1)C(=O)O)C=CC2 4-{[(3S)-3-methylpiperidin-1-yl]methyl}pyrrolo[1,2-b]pyridazine-2-carboxylic acid